dithiophene tin salt [Sn].S1C=CC=C1.S1C=CC=C1